(3r,5r,7r)-1-ethyl-adamantane C(C)C12CC3CC(CC(C1)C3)C2